Vinyl-tris-(beta-methoxyethoxy)silan C(=C)[Si](OCCOC)(OCCOC)OCCOC